N5-(4-Aminophenethyl)-2-(furan-2-yl)-[1,2,4]triazolo[1,5-a][1,3,5]triazine-5,7-diamine NC1=CC=C(CCNC2=NC=3N(C(=N2)N)N=C(N3)C=3OC=CC3)C=C1